COC(=O)[C@@H]1C[C@H](CCC1)OC=1C(=NC(=NC1)Br)C (1S,3S)-3-((2-bromo-4-methylpyrimidin-5-yl)oxy)cyclohexane-1-carboxylic acid methyl ester